2-(1-(3-(propylsulfanamido)phenyl)-1H-1,2,3-triazol-4-yl)isonicotinic acid C(CC)S(=O)NC=1C=C(C=CC1)N1N=NC(=C1)C=1C=C(C(=O)O)C=CN1